L-norvalyl-L-tyrosine N[C@@H](CCC)C(=O)N[C@@H](CC1=CC=C(C=C1)O)C(=O)O